mercapto-3-propyl-methyltriethoxysilane SC(C)(O[Si](OCC)(OCC)C)CCC